N-(2-hydroxy-2-phenylethyl)-2-isopropyl-5,5-Dimethylcyclohexane-1-carboxamide OC(CNC(=O)C1C(CCC(C1)(C)C)C(C)C)C1=CC=CC=C1